CC(C(=O)OCC)CC(=O)OCC diethyl (E)-2-methylbutanedioate